[4-[(E)-cinnamyl]piperazin-1-yl]-(4-hydroxy-3-methoxy-phenyl)methanone C(\C=C\C1=CC=CC=C1)N1CCN(CC1)C(=O)C1=CC(=C(C=C1)O)OC